O=C1NC(CCC1C1=CC=C(C=C1)N1CCC(CC1)C(=O)N1CCC(CC1)C(=O)O)=O 1-(1-(4-(2,6-dioxopiperidin-3-yl)phenyl)piperidine-4-carbonyl)piperidine-4-carboxylic acid